ClC=1C(=NC=2CN(CCC2C1)CC1=NC2=C(N1C[C@H]1OCC1)C=C(C=C2)C(=O)O)OCC2=C(C=C(C(=C2)F)Cl)F 2-({3-chloro-2-[(4-chloro-2,5-difluorophenyl)methoxy]-5,6,7,8-tetrahydro-1,7-naphthyridin-7-yl}methyl)-1-{{(2S)-oxetan-2-yl}methyl}-1H-1,3-benzodiazole-6-carboxylic acid